C(C)OC=1C=CC(=C(C1)N1/C(/SCC1=O)=N/C(=O)NC1=C(C=C(C=C1)C1=NN(C=N1)C1=CC=C(C=C1)OC(F)(F)F)F)C(C)C (Z)-1-(3-(5-ethoxy-2-isopropylphenyl)-4-oxothiazolidin-2-ylidene)-3-(2-fluoro-4-(1-(4-(trifluoromethoxy)phenyl)-1H-1,2,4-triazol-3-yl)phenyl)urea